ClC1=NC2=CC=CC(=C2C(=C1)Cl)Cl 2,4,5-trichloroquinoline